O[C@@H](COC1=CC=C(C(=O)O)C=C1)CC=1N=NN(N1)C (R)-4-(2-hydroxy-3-(2-methyl-2H-tetrazol-5-yl)propoxy)benzoic acid